(R)-N-(4-(1-methyl-2-oxoindolin-5-yl)-5,6,7,8-tetrahydroisoquinolin-8-yl)propanamide CN1C(CC2=CC(=CC=C12)C1=CN=CC=2[C@@H](CCCC12)NC(CC)=O)=O